1-(7-(8-ethyl-7-fluoro-3-hydroxynaphthalen-1-yl)-8-fluoro-2-(((trans)-3-(methoxymethyl)tetrahydro-1H-pyrrolizin-7a(5H)-yl)methoxy)pyrido[4,3-d]pyrimidin-4-yl)-3-methylpiperidin-3-ol C(C)C=1C(=CC=C2C=C(C=C(C12)C1=C(C=2N=C(N=C(C2C=N1)N1CC(CCC1)(O)C)OC[C@]12CCCN2[C@@H](CC1)COC)F)O)F